2-(3,5-Dichloro-4-((1-isopropyl-6-oxo-1,6-dihydropyridazin-3-yl)methyl)phenyl)-3,5-diOxo-2,3,4,5-tetrahydro-1,2,4-triazine-6-carbonitrile ClC=1C=C(C=C(C1CC1=NN(C(C=C1)=O)C(C)C)Cl)N1N=C(C(NC1=O)=O)C#N